CC(=O)[C@]1(C[C@H]([C@@H]2[C@@]1(CC[C@H]3[C@H]2CC=C4[C@@]3(CC[C@@H](C4)O)C)C)O)O 3b,15b,17a-Trihydroxy-pregnenone